P(=O)(O)(O)[O-].[Mn+2].[Mn+2].P(=O)(O)(O)[O-].P(=O)(O)(O)[O-].P(=O)(O)(O)[O-] dimanganese dihydrogen phosphate